C1=C(C=CC2=CC=CC=C12)N1CCN(CC1)C(C(C1=CC=CC=C1)N1C(CCC1=O)=O)=O 1-(2-(4-(naphthalen-2-yl)piperazin-1-yl)-2-oxo-1-phenylethyl)pyrrolidine-2,5-dione